1,2,3,4,5-Pentafluoro-6-(triethoxysilyl)benzene FC1=C(C(=C(C(=C1[Si](OCC)(OCC)OCC)F)F)F)F